5-[2-(benzyloxy) ethyl]-1-[(2S)-butane-2-yl]-1H-pyrrole-2-carboxylate C(C1=CC=CC=C1)OCCC1=CC=C(N1[C@@H](C)CC)C(=O)[O-]